ClC1=NC=C(C(=N1)NCC1=C(C=CC(=C1)Cl)C)C(=O)N 2-chloro-4-[(2-methyl-5-chlorobenzyl)amino]pyrimidin-5-carboxamide